[La].[Y] yttrium Lanthanum